6-methyl-N-(5-methyl-5-azaspiro[2.4]heptan-7-yl)morpholine-2-carboxamide CC1OC(CNC1)C(=O)NC1CN(CC12CC2)C